CC1=CC(OC1=O)O\C=C(\C(=O)OCC)/N1C(CCC2=CC=CC=C12)=O ethyl (Z)-3-[(4-methyl-5-oxo-2H-furan-2-yl)oxy]-2-(2-oxo-3,4-dihydroquinolin-1-yl)prop-2-enoate